NC1=CC(=C(C=C1)C(C)=O)N1N=C(C=C1C)C(F)F 1-[4-amino-2-[3-(difluoromethyl)-5-methyl-pyrazol-1-yl]phenyl]ethanone